[C@H]12OC[C@H](N(C1)C1=NC=3N(C=C1)N=CC3C(=O)NC=3C(=NN(C3)C3CCC(CC3)=O)C(F)F)C2 5-((1R,4R)-2-oxa-5-azabicyclo[2.2.1]heptan-5-yl)-N-(3-(difluoromethyl)-1-(4-oxocyclohexyl)-1H-pyrazol-4-yl)pyrazolo[1,5-a]pyrimidine-3-carboxamide